FC1[N+](C=C(C=C1)F)=O 2,5-Difluoro-1-oxopyridin-1-ium